CC=1OC2=C(C1C(=O)O)C=C(C=C2)CCC2=CC=CC=C2 2-methyl-5-phenethylbenzofuran-3-carboxylic acid